COC1=C(C(=CC(=C1)C1=NC2=C(N1C1COCC1)C=C(C=C2)N2CCOCC2)O)O 3-methoxy-5-(6-morpholino-1-(tetrahydrofuran-3-yl)-1H-benzo[d]imidazol-2-yl)benzene-1,2-diol